7-(9-acryloyl-7-oxo-3,9-diazabicyclo[3.3.1]nonan-3-yl)-9-chloro-10-(2,4-difluorophenyl)-2,3-dihydro-5H-[1,4]thiazino[2,3,4-ij]quinazolin-5-one C(C=C)(=O)N1C2CN(CC1CC(C2)=O)C2=NC(N1C3=C(C(=C(C=C23)Cl)C2=C(C=C(C=C2)F)F)SCC1)=O